octahydroquinazoline-2(1H)-thioneAt N1C(NC(C2CCCCC12)C(=O)[O-])=S